O1CCC(C=C1)C1=C(C=C(C=C1)[N+](=O)[O-])C=1N=NN(N1)C(C1=CC=CC=C1)(C1=CC=CC=C1)C1=CC=CC=C1 5-(2-(3,4-dihydro-2H-pyran-4-yl)-5-nitrophenyl)-2-trityl-2H-tetrazole